4-[4-(trifluoromethyl)phenyl]benzamide cyclopropyl-4-(3-(4-cyano-3-(trifluoromethyl)phenyl)-5,5-dimethyl-4-oxo-2-thioxoimidazolidin-1-yl)-2-fluorobenzoate C1(CC1)OC(C1=C(C=C(C=C1)N1C(N(C(C1(C)C)=O)C1=CC(=C(C=C1)C#N)C(F)(F)F)=S)F)=O.FC(C1=CC=C(C=C1)C1=CC=C(C(=O)N)C=C1)(F)F